N-[(1S)-1-[di(cyclobutyl)methyl]-2-oxo-2-[[1-[(2-oxo-1H-pyridin-3-yl)methyl]pyrazol-4-yl]amino]ethyl]-2-isopropyl-pyrazole-3-carboxamide C1(CCC1)C([C@@H](C(NC=1C=NN(C1)CC=1C(NC=CC1)=O)=O)NC(=O)C=1N(N=CC1)C(C)C)C1CCC1